5-fluoro-2-((2-fluoro-3-(methylsulfonyl)phenyl)amino)pyrimidin-4-ol FC=1C(=NC(=NC1)NC1=C(C(=CC=C1)S(=O)(=O)C)F)O